N-{[4-(1-cyclopropyl-1H-pyrazol-5-yl)-2,5-dioxoimidazolidin-4-yl]methyl}-4'-(trifluoromethyl)[biphenyl]-2-carboxamide C1(CC1)N1N=CC=C1C1(NC(NC1=O)=O)CNC(=O)C=1C(=CC=CC1)C1=CC=C(C=C1)C(F)(F)F